8-fluoro-7-methyl-6-(1-((5,6,7,8-tetrahydroimidazo[1,2-a]pyridin-3-yl)sulfonyl)piperidin-4-yl)-[1,2,4]triazolo[1,5-a]pyridine FC=1C=2N(C=C(C1C)C1CCN(CC1)S(=O)(=O)C1=CN=C3N1CCCC3)N=CN2